CC=1C(=NC=NC1NC)NC1=NNC(=C1)C 5-methyl-4-((5-methyl-1H-pyrazol-3-yl)amino)-6-(methylamino)pyrimidin